3-bromo-N-isopropyl-5-nitro-1-(phenylsulfonyl)-1H-pyrrolo[2,3-b]Pyridin-4-amine BrC1=CN(C=2N=CC(=C(C21)NC(C)C)[N+](=O)[O-])S(=O)(=O)C2=CC=CC=C2